Cl.Cl.ClC=1C(=NC(=NC1)N1CCN(CC1)C1CNCCC1)N[C@H](C)C1=C(C=C(C=C1)Cl)Cl 5-chloro-N-[(1R)-1-(2,4-dichlorophenyl)ethyl]-2-[4-(3-piperidyl)piperazin-1-yl]pyrimidin-4-amine dihydrochloride